FC=1C=C(C=CC1OC1=C2C(=NC=C1)NN=C2NC2(CCC2)COC)NC(=O)C=2C(N(N=CC2)C2=CC=C(C=C2)F)=O N-(3-fluoro-4-((3-((1-(methoxymethyl)cyclobutyl)amino)-1H-pyrazolo[3,4-b]pyridin-4-yl)oxy)phenyl)-2-(4-fluorophenyl)-3-oxo-2,3-dihydropyridazine-4-carboxamide